CN(CCC(=O)O[C@H]1C[C@H](N(C1)CCCCC(C(OCCCCCCCCCCC)=O)(C)C)C(=O)OCCCCCCC(C(=O)OC(CCCCCCC)CCCCCCC)(C)C)C [8-(1-heptyloctoxy)-7,7-dimethyl-8-oxo-octyl] (2S,4S)-4-[3-(dimethylamino)propanoyloxy]-1-(5,5-dimethyl-6-oxo-6-undecoxy-hexyl)pyrrolidine-2-carboxylate